n-octyl xanthate O(C(=S)[S-])CCCCCCCC